FC1([C@@H]2[C@H](N([C@H](C1)CC2)C(=O)C2(C1=CC=CC=C1C=1C=CC=CC21)O)C(=O)N[C@H](C[C@@H]2C(NCC2)=O)\C=C(\S(=O)(=O)C)/F)F (1S,3S,4S)-5,5-difluoro-N-((R,E)-4-fluoro-4-(methylsulfonyl)-1-((R)-2-oxopyrrolidin-3-yl)but-3-en-2-yl)-2-(9-hydroxy-9H-fluorene-9-carbonyl)-2-azabicyclo[2.2.2]octane-3-carboxamide